methyl 1-(2-methylpyridin-3-yl)-4-(methylamino)-2-oxo-7-(trifluoromethyl)-1,2-dihydropyrido[2,3-d]pyrimidine-5-carboxylate CC1=NC=CC=C1N1C(N=C(C2=C1N=C(C=C2C(=O)OC)C(F)(F)F)NC)=O